rel-2-(2,2-dimethyl-1,3-dioxolan-4-yl)pyrimidin-5-amine CC1(OC[C@H](O1)C1=NC=C(C=N1)N)C |o1:4|